ClC1=C(C=CC=C1C1=C(C(=NC=C1)C1=CC(=C(C=C1)CNC1CCCCC1)OC)Cl)C1=CC=C(C(=N1)OC)CNC1CCCCC1 N-((6-(2-Chloro-3-(3-chloro-2-(4-((cyclohexylamino)methyl)-3-methoxyphenyl)pyridin-4-yl)phenyl)-2-methoxypyridin-3-yl)methyl)cyclohexanamine